ClCCC[Si](OC)(OC)OC γ-Chloropropyltrimethoxysilan